5-cyclopropoxy-3-(trifluoromethyl)picolinonitrile C1(CC1)OC=1C=C(C(=NC1)C#N)C(F)(F)F